N12C(CN(CC1)CC2)=O 1,4-diazabicyclo[2.2.2]octane-2-one